5-(3-chloro-4-hydroxy-phenyl)-1-(4-fluoro-3-hydroxy-phenyl)-N,N-dimethyl-indazole-3-carboxamide ClC=1C=C(C=CC1O)C=1C=C2C(=NN(C2=CC1)C1=CC(=C(C=C1)F)O)C(=O)N(C)C